N-[4-(2,4-difluorophenoxy)-3-(6-methyl-7-oxo-6,7-dihydro-1H-pyrrolo[2,3-c]pyridin-4-yl)phenyl]-N-[2-(dimethylamino)ethyl]ethanesulfonamide FC1=C(OC2=C(C=C(C=C2)N(S(=O)(=O)CC)CCN(C)C)C=2C3=C(C(N(C2)C)=O)NC=C3)C=CC(=C1)F